((1-((3-((4-Chlorobenzyl)carbamoyl)-1-methyl-7-oxo-1,4,5,7-tetrahydro-6H-pyrazolo[3,4-c]pyridin-6-yl)methyl)cyclopropyl)sulfonyl)-D-valine ClC1=CC=C(CNC(=O)C2=NN(C=3C(N(CCC32)CC3(CC3)S(=O)(=O)N[C@H](C(C)C)C(=O)O)=O)C)C=C1